NC1=CC=C(C=C1)S(=O)(=O)NCCOCC#C 4-amino-N-(2-prop-2-ynyloxyethyl)benzenesulfonamide